1-(4-(2-((tert-butyldimethylsilyl)oxy)ethoxy)-2-isopropylpyridin-3-yl)-7-Chloro-6-fluoroquinazoline-2,4(1H,3H)-dione [Si](C)(C)(C(C)(C)C)OCCOC1=C(C(=NC=C1)C(C)C)N1C(NC(C2=CC(=C(C=C12)Cl)F)=O)=O